C(N)(O[C@@H](C(=O)N[C@H](C(=O)NCC1=C(C=CC(=C1)Cl)OCC(=O)NCCCO)C)CCC1=CC=CC=C1)=O ((R)-1-(((S)-1-((5-chloro-2-(2-((3-hydroxypropyl) amino)-2-oxoethoxy) benzyl) amino)-1-oxopropan-2-yl) amino)-1-oxo-4-phenylbutan-2-yl) carbamate